methyl-6-chloro-N-[2-(2-chloro-4-methyl-phenyl)-2,2-difluoro-ethyl]-3-(3-cyclopropyl-2-fluoro-phenoxy)-5-methyl-pyridazine-4-carboxamide CN(C(=O)C1=C(N=NC(=C1C)Cl)OC1=C(C(=CC=C1)C1CC1)F)CC(F)(F)C1=C(C=C(C=C1)C)Cl